ClC1=C(C(=CC=C1Cl)F)C1(CNC1)NC1=CC=C2C3(C(N(C2=C1)C)=O)CC3 6'-[3-(2,3-dichloro-6-fluorophenyl)-3-azetidinylamino]-1'-methylspiro[cyclopropane-1,3'-indolin]-2'-one